FC1=C(C(=CC(=C1)OC)F)/C(/COC)=N/OCC1=C(C=CC=C1C)\C(\C(=O)NC)=N/OC (2E)-2-[2-[[(Z)-[1-(2,6-difluoro-4-methoxy-phenyl)-2-methoxy-ethylidene]amino]oxymethyl]-3-methyl-phenyl]-2-methoxyimino-N-methyl-acetamide